C(C1=CC=CC=C1)C=1C=NN2C1N(C(C1=C2CN(CC1)C(=O)OC(C)(C)C)=O)C1=NN(C(=C1)C(NC)=O)C tert-butyl 3-benzyl-4-(1-methyl-5-(methylcarbamoyl)-1H-pyrazol-3-yl)-5-oxo-5,6,7,9-tetrahydropyrazolo[1,5-a]pyrido[4,3-e]pyrimidine-8(4H)-carboxylate